C1(=CC=C(C=C1)N(C1=CC=CC=2C(C3=C(C=C(C=C3C12)C(C)(C)C)C(C)(C)C)(C1=CC=CC=C1)C)C1=CC=2C(C3=CC=CC=C3C2C=C1)(C)C)C1=CC=CC=C1 N-{[1,1'-biphenyl]-4-yl}-6,8-di-tert-butyl-N-(9,9-dimethyl-9H-fluoren-2-yl)-9-methyl-9-phenyl-9H-fluoren-4-amine